1-(3-ethoxy-4-phenoxyphenyl)-3-methyl-1,3,5-triazinane-2,4,6-trione C(C)OC=1C=C(C=CC1OC1=CC=CC=C1)N1C(N(C(NC1=O)=O)C)=O